COC1=C(C=CC(=C1)OC)C=1C=C2C=CC=C3C=C(C(C(C1)=C32)=O)O 8-(2,4-Dimethoxyphenyl)-2-hydroxy-1H-phenalen-1-one